FC1(CC1)COC1=C(C(=CC=C1C1CCN(CC1)C)N)N 3-((1-fluorocyclopropyl)methoxy)-4-(1-methylpiperidin-4-yl)benzene-1,2-diamine